[Rh](F)(F)(F)F.C1=CCCC=CCC1 (1,5-cyclooctadiene) rhodium tetrafluoride